(Z)-1-(4-bromo-2,6-difluorophenyl)-N-(1-((2-(trimethylsilyl)ethoxy)methyl)-1H-benzo[d]imidazol-5-yl)methanimine BrC1=CC(=C(C(=C1)F)\C=N/C1=CC2=C(N(C=N2)COCC[Si](C)(C)C)C=C1)F